CCCCCCCCCCCCCCCCCCC(=O)OC[C@H](COP(=O)([O-])OCC[N+](C)(C)C)OC(=O)CCCCCCC/C=C\CCCC 1-nonadecanoyl-2-(9Z-tetradecenoyl)-glycero-3-phosphocholine